4-(1H-imidazol-1-yl)piperidine N1(C=NC=C1)C1CCNCC1